(5S,8R)-8-[(1S)-2,2-difluoro-1-hydroxy-7-(2-methylpyrazol-3-yl)-1,3-dihydroinden-4-yl]-3,5-difluoro-5,6,7,8-tetrahydronaphthalene-1-carbonitrile FC1([C@H](C2=C(C=CC(=C2C1)[C@H]1CC[C@@H](C=2C=C(C=C(C12)C#N)F)F)C=1N(N=CC1)C)O)F